tert-Butyl 4-((4-((1-(4-methoxybenzyl)-1H-indazol-5-yl)oxy)-3-methylphenyl) amino)-5,6-dihydropyrido[4',3':4,5]thieno[2,3-d]pyrimidine-7(8H)-carboxylate COC1=CC=C(CN2N=CC3=CC(=CC=C23)OC2=C(C=C(C=C2)NC=2C3=C(N=CN2)SC2=C3CCN(C2)C(=O)OC(C)(C)C)C)C=C1